BrC1=CC(=CC2=C1N=C(N2)C)C(=O)N(C)C 7-bromo-N,N,2-trimethylbenzimidazole-5-carboxamide